N-(3-chloro-2-fluorophenyl)-9-(1-cyclohexyl-1,2,3,6-tetrahydropyridin-4-yl)-1-methyl-6,7-dihydro-5H-benzo[c][1,2,3]triazolo[1,5-a]azepin-7-amine 2,2,2-trifluoroacetate FC(C(=O)O)(F)F.ClC=1C(=C(C=CC1)NC1C2=C(C=3N(CC1)N=NC3C)C=CC(=C2)C=2CCN(CC2)C2CCCCC2)F